tetradecene succinate C(CCC(=O)O)(=O)O.C=CCCCCCCCCCCCC